ClC=1C=CC=2N(C1)C(N(N2)C(C(C)N2C(C1=CC=CC=C1C2=O)=O)=O)(C=2C=NC(=CC2)Cl)NC(C(=C)N2C(C1=CC=CC=C1C2=O)=O)=O N-[6-chloro-3-(6-chloro-3-pyridyl)-2-[2-(1,3-dioxoisoindolin-2-yl)propanoyl]-[1,2,4]triazolo[4,3-a]pyridin-3-yl]-2-(1,3-dioxoisoindolin-2-yl)propenamide